1-(6-(4-isopropyl-5-(8-methyl-[1,2,4]triazolo[1,5-a]pyridin-6-yl)-1H-pyrazol-3-yl)pyridin-3-yl)-N-methylmethanamine C(C)(C)C=1C(=NNC1C=1C=C(C=2N(C1)N=CN2)C)C2=CC=C(C=N2)CNC